BrC=1C(=C2C(=NN(C2=CC1)C)I)C bromo-3-iodo-1,4-dimethyl-1H-indazole